C(C(C)CCC[C@@H](C)[C@H]1CC[C@H]2[C@@H]3CCC4CCCC[C@]4(C)[C@H]3CC[C@]12C)C1=C(C(=O)OCC(C)CCC[C@@H](C)[C@H]2CC[C@H]3[C@@H]4CCC5CCCC[C@]5(C)[C@H]4CC[C@]23C)C=C(C=C1N)N cholestanyl-3,5-diaminobenzoic acid, cholestanyl ester